F[C@@H]1[C@@H](C1)C(=O)NC=1N=C2N(N=C(C=C2)C2=C3C=NNC3=CC=C2C)C1 (1S,2S)-2-fluoro-N-(6-(5-methyl-1H-indazol-4-yl)imidazo[1,2-b]pyridazin-2-yl)cyclopropane-1-carboxamide